(3,4-dimethoxyphenyl)-1-(2-methoxy-4-morpholinophenyl)propan-1-one COC=1C=C(C=CC1OC)C(C(=O)C1=C(C=C(C=C1)N1CCOCC1)OC)C